(S)-N-((1-(4-(6-(Difluoromethyl)imidazo[1,2-b]pyridazin-3-yl)pyridin-2-yl)piperidin-3-yl)methyl)methanesulfonamide FC(C=1C=CC=2N(N1)C(=CN2)C2=CC(=NC=C2)N2C[C@H](CCC2)CNS(=O)(=O)C)F